C1(CCC1)C(C=1C=C(C=CC1)N1CC2=C(C=C(C=C2C1=O)CN(C(OC(C)(C)C)=O)C1(CCC1)C)C(F)(F)F)(C1=NN=CN1C)OC tert-butyl ((2-(3-(cyclobutyl(methoxy)(4-methyl-4H-1,2,4-triazol-3-yl)methyl)phenyl)-3-oxo-7-(trifluoromethyl)isoindolin-5-yl)methyl)(1-methylcyclobutyl)carbamate